2-(4-Morpholinopiperidin-1-yl)thieno[2,3-d]thiazole-5-carboxylic acid O1CCN(CC1)C1CCN(CC1)C=1SC2=C(N1)SC(=C2)C(=O)O